FC1=C(C=CC(=C1)F)CN(C(=O)NCC1=CC=C(C=C1)OC(C)C)[C@H]1[C@H](CN(CC1)C)C 1-[(2,4-difluorophenyl)methyl]-1-[(3s,4r)-1,3-dimethylpiperidin-4-yl]-3-{[4-(propan-2-yloxy)phenyl]methyl}urea